C(C)N1C(=NC2=C(C1=O)C=NN2C2OCCCC2)N2CC1(CC2)CN(CC1)C1=CC(=NC=C1)C(F)(F)F 5-ethyl-1-(tetrahydro-2H-pyran-2-yl)-6-(7-(2-(trifluoromethyl)pyridin-4-yl)-2,7-diazaspiro[4.4]nonan-2-yl)-1,5-dihydro-4H-pyrazolo[3,4-d]pyrimidin-4-one